C(CCCCCCC\C=C/C\C=C/CCCCC)(=O)OC(C)C.C(CCCCCCC\C=C/C\C=C/CCCCC)(=O)OC(C)C Diisopropyl Dilinoleate